C(C1=CC=CC=C1)NC(C(O)C1=CC=CC=C1)C1=CC=CC=C1 2-(benzylamino)-1,2-diphenyl-ethanol